(2S,5R)-N-(2-methoxyethoxy)-7-oxo-6-(sulfooxy)-1,6-diazabicyclo[3.2.1]octane-2-carboxamide COCCONC(=O)[C@H]1N2C(N([C@H](CC1)C2)OS(=O)(=O)O)=O